N-(6-(diethylamino)-9-(2-(methyl(octadec-9-en-1-yl)carbamoyl)phenyl)-3H-xanthen-3-ylidene)-N-ethylethanaminium chloride [Cl-].C(C)N(C=1C=C2OC3=CC(C=CC3=C(C2=CC1)C1=C(C=CC=C1)C(N(CCCCCCCCC=CCCCCCCCC)C)=O)=[N+](CC)CC)CC